C(=C)C=1C(=C(C=CC1)O)C(C)(C)C vinyl-tert-butyl-phenol